benzyl (5S,8S,10aR)-5-amino-8-(((R)-chroman-4-yl)carbamoyl)-6-oxooctahydropyrrolo[1,2-a][1,5]diazocine-3(4H)-carboxylate hydrochloride Cl.N[C@H]1CN(CC[C@@H]2N(C1=O)[C@@H](CC2)C(N[C@@H]2CCOC1=CC=CC=C21)=O)C(=O)OCC2=CC=CC=C2